{7-[1-(1-ethoxyethyl)pyrazol-4-yl]-8-isopropoxy-[1,2,4]triazolo[1,5-c]pyrimidin-2-yl}-3,5-difluoro-N-(3-hydroxypropyl)-N-methylbenzenesulfonamide C(C)OC(C)N1N=CC(=C1)C1=C(C=2N(C=N1)N=C(N2)C2=C(C=C(C=C2F)F)S(=O)(=O)N(C)CCCO)OC(C)C